C(CCCCCCC)(S)(S)S octanetrithiol